ClC1=NC=NC(=C1NC(=O)C=1C=NN(C1)C1CCC1)N1[C@H](CCC1)C(F)(F)F (R)-N-(4-chloro-6-(2-(trifluoromethyl)pyrrolidin-1-yl)pyrimidin-5-yl)-1-cyclobutyl-1H-pyrazole-4-carboxamide